(S)-6-((7-oxo-5,6,7,8-tetrahydro-1,8-naphthyridin-4-yl)oxy)chroman-3-carboxylic acid O=C1CCC=2C(=CC=NC2N1)OC=1C=C2C[C@@H](COC2=CC1)C(=O)O